epoxy-3-norbornene C123C(C=C(CC1)C2)O3